(3-cyano-4-methyl-1H-indol-7-yl)-4-((hexahydropyrrolo[1,2-a]pyrazin-2(1H)-yl)sulfonyl)benzenesulfonamide C(#N)C1=CNC2=C(C=CC(=C12)C)C1=C(C=CC(=C1)S(=O)(=O)N1CC2N(CC1)CCC2)S(=O)(=O)N